C(C)(C)(C)OC(=O)N[C@@H](C(=O)OC)CC#C methyl (2R)-2-{[(tert-butoxy) carbonyl] amino}pent-4-ynoate